4-(cyclohexylmethoxy)-5-methoxy-N-(4-morpholinophenyl)pyrimidin-2-amine C1(CCCCC1)COC1=NC(=NC=C1OC)NC1=CC=C(C=C1)N1CCOCC1